OC1=CN=NC2=C(C=CC=C12)C(=O)OC methyl 4-hydroxycinnoline-8-carboxylate